C(C)(C)(C)OC(=O)NC[C@H]1CC2=C(OC=3C1=[N+](C=CC3)[O-])C=CC=C2 |o1:9| (R*)-11-(((tert-butoxycarbonyl)amino)methyl)-10,11-dihydrobenzo-[6,7]oxepino[3,2-b]pyridine 1-oxide